C(CC=C)NC=1C2=C(N=CN1)N(C=C2I)[C@@H]2C[C@@H]([C@@H]1[C@H]2OC(O1)(C)C)CNC([O-])=O (((3aR,4R,6R,6aS)-6-(4-(but-3-en-1-ylamino)-5-iodo-7H-pyrrolo[2,3-d]pyrimidin-7-yl)-2,2-dimethyltetrahydro-4H-cyclopenta[d][1,3]dioxol-4-yl)methyl)carbamate